N-[1-(2,3-dimethylphenyl)-2-(3,5-dimethylphenyl)ethyl]-4,5-dihydro-1,3-thiazol-2-amine CC1=C(C=CC=C1C)C(CC1=CC(=CC(=C1)C)C)NC=1SCCN1